1-((3S,5R)-1-acryloyl-5-(methoxymethyl)pyrrolidin-3-yl)-3-((3-cyano-4-methoxypyrazolo[1,5-a]pyridin-6-yl)ethynyl)-5-(methylamino)-1H-pyrazole-4-carboxamide C(C=C)(=O)N1C[C@H](C[C@@H]1COC)N1N=C(C(=C1NC)C(=O)N)C#CC=1C=C(C=2N(C1)N=CC2C#N)OC